BrC1=NC=C(C(=C1)C=O)[N+](=O)[O-] 2-bromo-5-nitro-pyridine-4-carbaldehyde